COC(=O)C=1N=C(SC1C)NC1=CC(=NC(=C1)F)F 2-[(2,6-difluoro-4-pyridinyl)amino]-5-methyl-thiazole-4-carboxylic acid methyl ester